C1(CC1)C1=NN2C(C(=N1)N)=NC=C2 2-cyclopropylimidazo[2,1-f][1,2,4]triazin-4-amine